COC(=O)[C@@H]1C[C@H](CCC1)OC=1C(=NC(=CC1)C=1N=NN(C1CNC)C)C (1S,3S)-3-((2-methyl-6-(1-methyl-5-((methylamino)methyl)-1H-1,2,3-triazol-4-yl)pyridin-3-yl)oxy)cyclohexane-1-carboxylic acid methyl ester